bis(2-hydroxypropyl)ethylene glycol OC(CC(C(CC(C)O)O)O)C